(2,3,4,5-tetramethyl-cyclopentadienyl)Hafnium Dichloride [Cl-].[Cl-].CC=1C(C(=C(C1C)C)C)[Hf+2]